OC1OC=C(C2C1C(=CC2)CO)C(=O)OC methyl 1-hydroxy-7-(hydroxymethyl)-1,4a,5,7a-tetrahydrocyclopenta[c]pyran-4-carboxylate